O=C1N(CC2=CC(=CC=C12)C1=NC2=CC=CC=C2C=C1)C1C(NC(CC1)=O)=O 3-(1-Oxo-5-(quinolin-2-yl)isoindolin-2-yl)piperidine-2,6-dione